C(C)(C)(C)[Si](OC1CNC1)(C)C 3-{[tert-butyldi(methyl)silyl]oxy}azetidine